4-(2,5-dichlorothiophen-3-yl)butanamide ClC=1SC(=CC1CCCC(=O)N)Cl